Cl.CNO methylhydroxylamine, Hydrochloride